N(=[N+]=[N-])\C(\C(=O)OC)=C/C1=CSC=C1Br Methyl (Z)-2-azido-3-(4-bromo-3-thienyl)prop-2-enoate